1,1,1,3,3,3-hexafluoro-propan-2-yl (±)-1-((2-(trifluoro-methyl)pyrimidin-5-yl)carbamoyl)-6-azaspiro[2.5]octane-6-carboxylate FC(C1=NC=C(C=N1)NC(=O)[C@@H]1CC12CCN(CC2)C(=O)OC(C(F)(F)F)C(F)(F)F)(F)F |r|